tert-butyl N-[7-[[2-[4-(2,6-dioxo-3-piperidyl)phenoxy]acetyl]amino]heptyl]carbamate O=C1NC(CCC1C1=CC=C(OCC(=O)NCCCCCCCNC(OC(C)(C)C)=O)C=C1)=O